C(C)(C)(C)C1N(CCC(C1)C(NS(=O)(=O)C1=CC=C(C=C1)OC(F)(F)F)C1=CC=CC=C1)C(=O)O.C(#C)C=1C=C(C=CC1)NS(=O)(=O)NC(=N)N N-(3-ethynylphenyl)aminosulfonylguanidine tert-butyl-4-[phenyl-[[4-(trifluoromethoxy)phenyl]sulfonylamino]methyl]piperidine-1-carboxylate